4-(3-bromo-4-oxo-2-(trifluoromethyl)-4H-pyrido[1,2-a]pyrimidin-9-yl)-N-(2-cyanoethyl)-N-methylbenzamide BrC1=C(N=C2N(C1=O)C=CC=C2C2=CC=C(C(=O)N(C)CCC#N)C=C2)C(F)(F)F